N-(3-chloro-5-methylbenzyl)-2-(2,5-dimethoxy-4-(methylsulfinyl)phenyl)-ethan-1-amine ClC=1C=C(CNCCC2=C(C=C(C(=C2)OC)S(=O)C)OC)C=C(C1)C